C1(CC1)CC=1C=NC=C(C1)C#C[Si](C)(C)C 3-(cyclopropylmethyl)-5-((trimethylsilyl)ethynyl)pyridine